S(=O)(=O)(O)C(C(=O)[O-])(CCCCNC1=C(C=C(C=C1)N=[N+]=[N-])[N+](=O)[O-])N1C(CCC1=O)=O sulfosuccinimidyl-6-[4-azido-2-nitrophenylamino]hexanoate